ClC=1C(=C(C2=C(N(C=N2)CC)C1)F)C#CC1=NN(C(=C1C(=O)N)NC)[C@@H]1CN([C@H](C1)COC)C(C=C)=O 3-[2-(6-chloro-1-ethyl-4-fluoro-1,3-benzodiazol-5-yl)ethynyl]-1-[(3S,5R)-5-(methoxymethyl)-1-(prop-2-enoyl)pyrrolidin-3-yl]-5-(methylamino)pyrazole-4-carboxamide